2-ethylhexyl-4-phenylbenzophenone C(C)C(CC1=C(C(=O)C2=CC=CC=C2)C=CC(=C1)C1=CC=CC=C1)CCCC